4-chloro-N-(8-fluoro-2-methyl-imidazo[1,2-a]pyridin-6-yl)-1-tetrahydropyran-2-yl-6-(4,4,5,5-tetramethyl-1,3,2-dioxaborolan-2-yl)indazol-3-amine ClC1=C2C(=NN(C2=CC(=C1)B1OC(C(O1)(C)C)(C)C)C1OCCCC1)NC=1C=C(C=2N(C1)C=C(N2)C)F